C(CCCCCCCCCCCCC)(=O)OC[C@@H](OO)COP(=O)([O-])OCC[N+](C)(C)C 1-Myristoyl-2-Hydroxy-sn-Glycero-3-Phosphocholin